FC1=CC=C(C=C1)C(CN1CCC(CC1)OCC(=O)NCC1=CC=C(C=C1)COC)=O 2-((1-(2-(4-fluorophenyl)-2-oxoethyl)piperidin-4-yl)oxy)-N-(4-(methoxymethyl)benzyl)acetamide